CC(=CCO)CCC=C(CCC=C(CCC=C(CCC=C(C)C)C)C)C 3,7,11,15,19-pentamethyl-2,6,10,14,18-eicosapentaen-1-ol